1,2,3-triazole-4-carbonitrile N1N=NC(=C1)C#N